BrC=1C=C(C=C(C1C)[N+](=O)[O-])C(C)=O 1-(3-Bromo-4-methyl-5-nitrophenyl)ethan-one